3-benzoyl-thymidine C(C1=CC=CC=C1)(=O)N1C(N([C@H]2C[C@H](O)[C@@H](CO)O2)C=C(C1=O)C)=O